ClC1=C(C(=CC=C1)F)NC1C2=C(C=3N(CC1)N=NC3C)C=CC(=C2)C=2C=NN(C2)C N-(2-chloro-6-fluorophenyl)-1-methyl-9-(1-methyl-1H-pyrazol-4-yl)-6,7-dihydro-5H-benzo[c][1,2,3]triazolo[1,5-a]azepin-7-amine